C(C1=CC=CC=C1)OC1CC(C1)(O)C1=NC(=C(C=C1)CC)OC 3-(benzyloxy)-1-(5-ethyl-6-methoxypyridin-2-yl)cyclobutan-1-ol